NC1=C(C=C(C=N1)C#CC=1C=C(C(=O)NC2=CC(=C(C=C2)CN2CCN(CC2)C)C(F)(F)F)C=CC1F)F 3-((6-amino-5-fluoropyridin-3-yl)ethynyl)-4-fluoro-N-(4-((4-methylpiperazin-1-yl)methyl)-3-(trifluoromethyl)phenyl)benzamide